COCCNC(=O)NC1CN(C1)C1=NC(=CC(=N1)NC1=CC2=C(C=N1)C=NN2C(C)C)N2CCCC2 1-(2-methoxyethyl)-3-{1-[4-{[1-(propan-2-yl)-1H-pyrazolo[4,3-c]pyridin-6-yl]amino}-6-(pyrrolidin-1-yl)pyrimidin-2-yl]azetidin-3-yl}urea